FC1=C(C=CC(=C1)[N+](=O)[O-])N1CC(N(CC1)C(=O)OC(C)(C)C)(C)C T-butyl 4-(2-fluoro-4-nitrophenyl)-2,2-dimethylpiperazine-1-carboxylate